CC(CNCC(=O)O)CC 2-(2-methylbutylamino)acetic acid